C(C)(=O)OC1=C2C(=CNC2=CC=C1)CC[NH+](OCCCO)CC (R)-{2-[4-(acetyl-oxy)-1H-indol-3-yl]-ethyl}(ethyl)(3-hydroxypropoxy)-azanium